NC1=C(C=C(C=N1)NC(C(=O)N1[C@H](CC[C@@H](C1)C)C1=CC=C(C=C1)N1CCC(CC1)CN1CCCC1)=O)CC N-(6-Amino-5-ethylpyridin-3-yl)-2-[(2R,5S)-5-methyl-2-(4-{4-[(pyrrolidin-1-yl)methyl]piperidin-1-yl}phenyl)piperidin-1-yl]-2-oxoacetamide